N(=NO)O azo alcohol